(3R)-3-(4-[3-Cyano-4-methoxypyrazolo[1,5-a]pyridin-6-yl]-5-methylpyrazol-1-yl)piperidine-1-carbonitrile C(#N)C=1C=NN2C1C(=CC(=C2)C=2C=NN(C2C)[C@H]2CN(CCC2)C#N)OC